F[C@@H]1CN(CC[C@H]1NC1=NC=C(C(=N1)C=1SC(=CN1)C(C)(C)O)C(F)(F)F)S(=O)(=O)C=1C=NN(C1)C 2-(2-(2-(((3R,4R)-3-fluoro-1-((1-methyl-1H-pyrazol-4-yl)sulfonyl)piperidin-4-yl)amino)-5-(trifluoromethyl)pyrimidin-4-yl)thiazol-5-yl)propan-2-ol